1-(2-fluoro-6-(trifluoromethoxy)phenyl)ethan-1-amine FC1=C(C(=CC=C1)OC(F)(F)F)C(C)N